ClC1=CC(=C(C=C1)C1=NOC(=C1C(O)C1=NC=CC=C1)C1=C(C=C(C=C1)F)F)F [3-(4-chloro-2-fluorophenyl)-5-(2,4-difluorophenyl)-1,2-oxazol-4-yl](pyridin-yl)methanol